BrC=1C=C(CNC(=O)C2=NC3=C(N2)C=CC(=C3)OC)C=CC1 N-(3-bromobenzyl)-5-methoxy-1H-benzimidazole-2-carboxamide